(5s,7as)-5-(methoxymethyl)-2-methylenetetrahydro-1H-pyrrolizin COC[C@H]1N2CC(C[C@@H]2CC1)=C